C(CCC)C1=NC=2C(=C(N=NC2N)SC(C)C)N1 2-butyl-7-(isopropylthio)-1H-imidazo[4,5-d]pyridazin-4-amine